5-(2-aminobenzo[d]thiazol-6-yl)-N-(2-isopropoxybenzyl)-2-methoxy-6-methylnicotinamide NC=1SC2=C(N1)C=CC(=C2)C=2C(=NC(=C(C(=O)NCC1=C(C=CC=C1)OC(C)C)C2)OC)C